ClC1=CC(=NC(=N1)OC1=CC=CC=C1)NS(=O)(=O)C1=CC=CC=C1 N-(6-chloro-2-phenoxy-pyrimidin-4-yl)benzenesulfonamide